2-(4-cyclopropylthiazol-2-yl)-N-(4,4-difluorocyclohexyl)-6-(methoxymethyl)pyrimidin-4-amine C1(CC1)C=1N=C(SC1)C1=NC(=CC(=N1)NC1CCC(CC1)(F)F)COC